propanoic acid (propionate) C(CC)(=O)O.C(CC)(=O)O